tert-butyl 4-fluoro-3,3-dimethylpyrrolidine-1-carboxylate FC1C(CN(C1)C(=O)OC(C)(C)C)(C)C